C(C=C)(=O)N1CCN(CC1)C1=CC=C(C=C1)C=1C=2N(C=C(C1)C=1C=NN(C1)CCN(C)C)N=CC2C#N 4-(4-(4-Acryloylpiperazin-1-yl)phenyl)-6-(1-(2-(dimethylamino)ethyl)-1H-pyrazol-4-yl)pyrazolo[1,5-a]pyridine-3-carbonitrile